N,N-dimethyl-1-(2-phenyl-2H-pyrazolo[4,3-c]pyridin-6-yl)azetidine-3-sulfonamide CN(S(=O)(=O)C1CN(C1)C1=CC=2C(C=N1)=CN(N2)C2=CC=CC=C2)C